tert-butyl (R)-2-(4-ethoxy-4-oxobutyl)piperidine-1-carboxylate C(C)OC(CCC[C@@H]1N(CCCC1)C(=O)OC(C)(C)C)=O